gamma-(beta-aminoethyl)aminopropyl-triethoxysilane NCCNCCC[Si](OCC)(OCC)OCC